OC1=C(C=C2C(=N1)CCC2)C(=O)OC methyl 2-hydroxy-6,7-dihydro-5H-cyclopenta[b]pyridine-3-carboxylate